tert-butyl 4-{4-[(2,6-dioxopiperidin-3-yl)amino]-2-fluorophenyl}piperidine-1-carboxylate O=C1NC(CCC1NC1=CC(=C(C=C1)C1CCN(CC1)C(=O)OC(C)(C)C)F)=O